N-(2,6-dichlorobenzoyl)-N'-(2,4-difluorophenyl)urea ClC1=C(C(=O)NC(=O)NC2=C(C=C(C=C2)F)F)C(=CC=C1)Cl